4-Methyl-(S)-1-((3-hydroxypropyl) (4-methoxybenzyl) amino)-1-oxoprop-2-yl benzenesulfonate C1(=CC=CC=C1)S(=O)(=O)O[C@H](C(=O)N(CC1=CCC(C=C1)(OC)C)CCCO)C